butylphenyl (butylphenyl) triphosphate O(P(OC1=C(C=CC=C1)CCCC)(=O)OP(=O)([O-])OP(=O)([O-])[O-])C1=C(C=CC=C1)CCCC